Ethyl 2-(2-(8-(2-Methoxyethoxy)Naphthalen-2-yl)Thiazol-4-yl)Acetate COCCOC=1C=CC=C2C=CC(=CC12)C=1SC=C(N1)CC(=O)OCC